C(C)(C)OC1=CC(=NC=C1)NC=1SC(=NN1)C1=NC=C(C=C1)OC N-(4-isoprop-oxypyridin-2-yl)-5-(5-methoxy-pyridin-2-yl)-1,3,4-thiadiazol-2-amine